C[Si](C)(C)SCCC[Si](OCCC)(OCCC)C (trimethylsilyl)[3-(methyldipropoxysilyl) propyl] sulfide